C(#N)C(C)(OC=1C=C(C(=O)O)C=C(C1)C1CC1)C 3-(1-cyano-1-methyl-ethoxy)-5-cyclopropyl-benzoic acid